ClC(Cl)C1C2(CCC(C1)C2)CN=C=O dichloromethyl(isocyanatomethyl)bicyclo(2.2.1)heptane